N-((5-(5-(difluoromethyl)-1,3,4-oxadiazol-2-yl)-3-fluoropyridin-2-yl)methyl)-N-(2,5-difluorophenyl)-1-iminothiomorpholine-4-carboxamide 1-oxide FC(C1=NN=C(O1)C=1C=C(C(=NC1)CN(C(=O)N1CCS(CC1)(=N)=O)C1=C(C=CC(=C1)F)F)F)F